N-(3-Bromophenyl)-4-(5,7,8,9-tetrahydrothiopyrano[3',4':4,5]pyrrolo[2,3-d]pyrimidin-4-yl)-3,6-dihydropyridine-1(2H)-carboxamide BrC=1C=C(C=CC1)NC(=O)N1CCC(=CC1)C=1C2=C(N=CN1)NC1=C2CSCC1